N1(N=NC2=C1C=CC=C2)OC(N(N2C(C1=CC=CC=C1C2=O)=O)CC2=CC=CC=C2)=O benzyl-(1,3-dioxo-1,3-dihydro-isoindol-2-yl)-carbamic acid benzotriazol-1-yl ester